(1R,3S,5R)-2-(2-(10-acetyl-3-methylpyrimidino[5',4':4,5]pyrano[3,2-f]indazol-8(5H)-yl)acetyl)-N-(6-bromo-3-methylpyridin-2-yl)-5-methyl-2-azabicyclo[3.1.0]hexane-3-carboxamide C(C)(=O)C1=NN(C=2C=C3C(=CC12)C1=C(CO3)N=C(N=C1)C)CC(=O)N1[C@@H]3C[C@@]3(C[C@H]1C(=O)NC1=NC(=CC=C1C)Br)C